C(C=C)OC=1C=C(C=C(C1)OC)C1=NC=CC(=N1)N 2-(3-allyloxy-5-methoxyphenyl)-4-aminopyrimidine